O1C(C1)COC1=CC=C(C=C1)N=CC1=CC=C(C(=O)O)C=C1 4-[[4-(oxiranylmethoxy)phenyl]imino]methyl-benzoic acid